6-(tert-butylamino)-N-(3-(cyclopentylsulfonyl)phenyl)-2-(6-azaspiro[2.5]octan-6-yl)nicotinamide C(C)(C)(C)NC1=NC(=C(C(=O)NC2=CC(=CC=C2)S(=O)(=O)C2CCCC2)C=C1)N1CCC2(CC2)CC1